C(CCCCC)[Si](C=1C=C(C(=C(C1)O)C1CCCCC1)OC)(C)C 5-(hexyldimethylsilyl)-2-cyclohexyl-3-methoxyphenol